CC(C)(C)S[SiH3] 1,1-bisMethylethylthiosilane